C1(CC1)C=1SC(=CN1)C=1C=C(C=CC1)N(C(=O)[C@@H]1CC[C@H](CC1)NC(COCCNC)=O)C[C@@H]1CC[C@H](CC1)C1=CC(=C(C=C1)OC)C trans-N-(3-(2-Cyclopropylthiazol-5-yl)phenyl)-N-((trans-4-(4-methoxy-3-methylphenyl)cyclohexyl)methyl)-4-(2-(2-(methylamino)ethoxy)acetamido)cyclohexane-carboxamide